1,2-dimethyl-3-ethylimidazolium tetracyanoborate C(#N)[B-](C#N)(C#N)C#N.CN1C(=[N+](C=C1)CC)C